CC1=C(C=CC=C1)C1=CC=CC=C1 2'-methyl[1,1'-biphenyl]